3-ethyl-1H-quinolin-4-one C(C)C1=CNC2=CC=CC=C2C1=O